5-(3-chloro-5-methoxybenzyl)pyridin-2-amine ClC=1C=C(CC=2C=CC(=NC2)N)C=C(C1)OC